4-chlorohydroquinone ClC1(CC=C(O)C=C1)O